S1SC(CC1)CCCCC(=O)OCCCCOC(CCCC1=CC=CC=C1)=O 4-((4-phenylbutanoyl)oxy)butyl 5-(1,2-dithiolan-3-yl)pentanoate